ammonium L-glutaminate N[C@@H](CCC(N)=O)C(=O)[O-].[NH4+]